2,4,6-tris(dimethyl-aminopropyl)phenol CC(CCC1=C(C(=CC(=C1)CCC(N)(C)C)CCC(N)(C)C)O)(N)C